4-chloro-1-(2-fluoro-6-methylphenyl)-6-oxo-1,6-dihydropyridazine-3-carboxylic acid methyl ester COC(=O)C1=NN(C(C=C1Cl)=O)C1=C(C=CC=C1C)F